5-(4-(((2S,6R)-6-methyl-6-(((3-methyloxetan-3-yl)oxy)methyl)-1,4-dioxan-2-yl)methoxy)phenyl)-2-oxo-6-(trifluoromethyl)-1,2-dihydropyridine-3-carboxamide C[C@@]1(COC[C@H](O1)COC1=CC=C(C=C1)C=1C=C(C(NC1C(F)(F)F)=O)C(=O)N)COC1(COC1)C